2-(4-methylbenzyl)-3-butenoic acid CC1=CC=C(CC(C(=O)O)C=C)C=C1